6-bromo-N-(pyrazin-2-yl)-8,9-dihydroimidazo[1',2':1,6]pyrido[2,3-d]pyrimidin-2-amine BrC1=CC2=C(N=C(N=C2)NC2=NC=CN=C2)N2C1=NCC2